CC1=C(C=CC(=C1)F)S(=O)(=O)N 2-methyl-4-fluorobenzenesulfonamide